(R)-N-(3-(1-amino-2,2,2-trifluoroethyl)-4-fluorobenzyl)-6'-fluoro-1'-methyl-4'-oxo-3',4'-dihydro-1'H-spiro[piperidine-4,2'-quinoline]-1-carboxamide N[C@@H](C(F)(F)F)C=1C=C(CNC(=O)N2CCC3(N(C4=CC=C(C=C4C(C3)=O)F)C)CC2)C=CC1F